nitrogen copper carbon [C].[Cu].[N]